CC1=CC=CC=C1C(C)C(=O)N tolylpropionamide